C(C)C(COC(C(C(=O)OCC(CCCC)CC)=CC1=CC(=C(C(=C1)OC)O)OC)=O)CCCC 2-(4-hydroxy-3,5-dimethoxybenzylidene)-malonic acid bis-(2-ethylhexyl) ester